7-(3-amino-6-(3-((dimethylamino)methyl)-4-(tetrahydro-2H-pyran-4-yl)phenyl)-5-fluoropyrazin-2-yl)-2-methylquinazolin-4(3H)-one NC=1C(=NC(=C(N1)F)C1=CC(=C(C=C1)C1CCOCC1)CN(C)C)C1=CC=C2C(NC(=NC2=C1)C)=O